ClC1=CC=C(C=C1)C1=CC2=C(N=CN(C2=O)C(C(=O)[O-])C(C)(C)C)C(=N1)C=1C=NC=CC1 (6-(4-chlorophenyl)-4-oxo-8-(pyridin-3-yl) pyrido[3,4-d]pyrimidin-3(4H)-yl)-2-methylpropan-2-ylacetate